C(C)OC1=NC(=CC(=C1)C1=CC(=C2C(=N1)N=C(N2)C=2N=CC(=NC2)N2CCC(CC2)OCC(=O)O)N(C)CC2(CCCC2)COC)C(F)(F)F {[1-(5-{5-[2-ethoxy-6-(trifluoromethyl)pyridin-4-yl]-7-[{[1-(methoxymethyl)cyclopentyl]methyl}(methyl)amino]-1H-imidazo[4,5-b]pyridin-2-yl}pyrazin-2-yl)piperidine-4-yl]oxy}acetic acid